CN1N=C(C(=C1)C1=C2CCN(C(C2=CC=C1)=O)CC=1SC(=CN1)C)C(F)(F)F 5-(1-methyl-3-(trifluoromethyl)-1H-pyrazol-4-yl)-2-((5-methylthiazol-2-yl)methyl)-3,4-dihydroisoquinolin-1(2H)-one